tert-butyl (Z)-(2-(((2-butylbenzo[d]oxazol-5-yl)oxy)methyl)-3-fluoroallyl)carbamate C(CCC)C=1OC2=C(N1)C=C(C=C2)OC\C(\CNC(OC(C)(C)C)=O)=C/F